N-(3-(4-(4-aminoimidazo[2,1-f][1,2,4]triazin-7-yl)-1H-pyrazol-1-yl)-4-methylphenyl)-5-chloro-2-fluorobenzamide NC1=NC=NN2C1=NC=C2C=2C=NN(C2)C=2C=C(C=CC2C)NC(C2=C(C=CC(=C2)Cl)F)=O